(S)-2-(benzyloxycarbonyl-(methyl)amino)-2-cyclopentyl-acetic acid lithium salt [Li+].C(C1=CC=CC=C1)OC(=O)N([C@H](C(=O)[O-])C1CCCC1)C